2-(5-methyl-2-oxopyridin-1(2H)-yl)-2-phenylacetic acid CC=1C=CC(N(C1)C(C(=O)O)C1=CC=CC=C1)=O